CN(C(OC(C)(C)C)=O)C1=NC=C2C=C(C=NC2=C1)C=1C=NC(=CC1C)C(CC)=O Tert-butyl N-methyl-N-[3-(4-methyl-6-propanoylpyridin-3-yl)-1,6-naphthyridin-7-yl]carbamate